CC(CCN)N methyl-1,3-diaminopropane